CC1(CC1)NS(=O)(=O)C1=CC(=C2C=CC(=NC2=C1)NC(=O)C12CC2C1)N1CCC2(COC2)CC1 N-(7-(N-(1-methylcyclopropyl)sulfamoyl)-5-(2-oxa-7-azaspiro[3.5]nonan-7-yl)quinolin-2-yl)bicyclo[1.1.0]butane-1-carboxamide